tert-butyl (1-(4-(4-cyano-3-fluorophenyl)-5,6,7,8-tetrahydropyrido[4,3-d]pyrimidin-2-yl)piperidin-4-yl)carbamate C(#N)C1=C(C=C(C=C1)C=1C2=C(N=C(N1)N1CCC(CC1)NC(OC(C)(C)C)=O)CCNC2)F